C(C(C)C)(=O)OC1OC[C@H](C2=C1NC(C=1C=C(C(=CC21)F)F)=O)N(C(=O)C=2NC1=CC(=C(C=C1C2)F)F)C (1S)-1-(5,6-difluoro-N-methyl-1H-indole-2-carboxamido)-8,9-difluoro-6-oxo-1,4,5,6-tetrahydro-2H-pyrano[3,4-c]isoquinolin-4-yl isobutyrate